N1CC(OCC1)CCC1=CC2=C(C=NC=N2)C=C1 7-(2-morpholinyl)ethylbenzopyrimidine